(Z)-1-(4-amino-2-fluoro-but-2-en-1-yl)-4-(5-(N-cyclopropylsulfamoyl)-2-methoxyphenyl)-N-methoxy-1H-benzo[d][1,2,3]triazole-6-carboxamide hydrochloride Cl.NC\C=C(\CN1N=NC2=C1C=C(C=C2C2=C(C=CC(=C2)S(NC2CC2)(=O)=O)OC)C(=O)NOC)/F